N1N=C(C2=CC=CC=C12)C1=NC=2C=CN(C(C2C=C1)=O)C 2-(1H-indazol-3-yl)-6-methyl-1,6-naphthyridin-5(6H)-one